C1(CC1)C[C@@H](N)C(=O)OCC1=CC=CC=C1 benzyl (2R,3R)-3-cyclopropylazapropane-2-carboxylate